C(#N)C1=CC=C2C(=N1)C(N(C2)CC2=C1C=CN(C1=C(C=C2OC)C)C(=O)OC(C)(C)C)=O tert-butyl 4-((2-cyano-7-oxo-5,7-dihydro-6H-pyrrolo[3,4-b]pyridin-6-yl)-methyl)-5-methoxy-7-methyl-1H-indole-1-carboxylate